(1R,2S,5S)-8-(5H-dibenzo[b,f]azepine-5-carbonyl)-3-(2,2-diphenylacetyl)-3,8-diazabicyclo[3.2.1]octane-2-carboxylic acid C1=CC=CC=2N(C3=C(C=CC21)C=CC=C3)C(=O)N3[C@H]2[C@H](N(C[C@@H]3CC2)C(C(C2=CC=CC=C2)C2=CC=CC=C2)=O)C(=O)O